C(C)(=O)O.C=CC(C)=CCC=C(C)C β-ocimene acetate